C(C)(C)(C)OC(=O)N1CC2=CC=C(C=C2C1)NC(C1=CC=C(C=C1)C(NC1=CC=C(C=C1)Br)=O)=O 5-[4-(4-bromo-phenylcarbamoyl)-benzoylamino]-1,3-dihydro-isoindole-2-carboxylic acid tert-butyl ester